N-(2-hydroxyethyl)-N-(3-cetyloxy-2-hydroxypropyl)amide OCC[N-]CC(COCCCCCCCCCCCCCCCC)O